[Si](C)(C)(C(C)(C)C)OCC1CN2C(O1)=CC=N2 2-(((tert-butyldimethylsilyl)oxy)methyl)-2,3-dihydropyrazolo[5,1-b]Oxazole